N1=CNC(C2=C1OCCC2)=O 3,5,6,7-tetrahydro-4H-pyrano[2,3-d]pyrimidin-4-one